N-(5-(4-cyanotetrahydro-2H-pyran-4-carbonyl)-5,6-dihydro-4H-pyrrolo[3,4-d]thiazol-2-yl)-4-(2-methoxyphenyl)-6-methylnicotinamide C(#N)C1(CCOCC1)C(=O)N1CC=2N=C(SC2C1)NC(C1=CN=C(C=C1C1=C(C=CC=C1)OC)C)=O